1-fluoro-2-(5-nitropyridin-2-yl)propan-2-ol FCC(C)(O)C1=NC=C(C=C1)[N+](=O)[O-]